C(C1CO1)OCCCC=C[SiH](OCC)OCC γ-glycidoxypropylvinyl-diethoxysilane